2-(6,7-dihydro-5H-pyrrolo[1,2-c]imidazol-1-yl)-2-(4-fluoro-1-oxo-6-(4-(piperidin-4-yl)phenyl)isoindolin-2-yl)-N-(thiazol-2-yl)acetamide C1(=C2N(C=N1)CCC2)C(C(=O)NC=2SC=CN2)N2C(C1=CC(=CC(=C1C2)F)C2=CC=C(C=C2)C2CCNCC2)=O